BrC1=NC=C(C(=C1)NCCOC)[N+](=O)[O-] bromo-N-(2-methoxyethyl)-5-nitropyridin-4-amine